3-[3-[(1R)-1-Aminoethyl]phenyl]prop-2-yn-1-ol N[C@H](C)C=1C=C(C=CC1)C#CCO